[OH+](CC(CO)(COCC(CO)(CO)CO)CO)[O-].[S].[In].[Cu] Copper-indium sulfur dipentaerythritol Oxide